C(C)(C)(C)OC(=O)N(C1=NC=C(C=N1)B(O)O)C (2-((tert-butoxycarbonyl)(methyl)amino)pyrimidin-5-yl)boronic acid